FC=1C=2CCCC2C(=C2CCCC12)NC(=O)NS(=O)(=O)C=1OC(=C(C1)C)CN(C)CC1(CCC1)O N-((8-fluoro-1,2,3,5,6,7-hexahydro-s-indacen-4-yl)carbamoyl)-5-((((1-hydroxycyclobutyl)methyl)(methyl)amino)methyl)-4-methylfuran-2-sulfonamide